2-(difluoromethyl)-N,N-dimethyl-5-nitrobenzenesulfonamide FC(C1=C(C=C(C=C1)[N+](=O)[O-])S(=O)(=O)N(C)C)F